C(=CCCCCC)[Si](OC)(OC)OC heptenyl-trimethoxysilane